1-(4-(4-AMINO-1-ISOPROPYL-1H-PYRAZOLO[3,4-D]PYRIMIDIN-3-YL)PHENYL)-3-(4-((4-METHYLPIPERAZIN-1-YL)METHYL)-3-(TRIFLUOROMETHYL)PHENYL)UREA NC1=C2C(=NC=N1)N(N=C2C2=CC=C(C=C2)NC(=O)NC2=CC(=C(C=C2)CN2CCN(CC2)C)C(F)(F)F)C(C)C